1-(4-aminocyclohexyl)-3-(7-(difluoromethyl)-6-(1-methyl-1H-pyrazol-4-yl)-3,4-dihydroquinolin-1(2H)-yl)-N-methyl-1,4,6,7-tetrahydro-5H-pyrazolo[4,3-c]pyridine-5-carboxamide NC1CCC(CC1)N1N=C(C=2CN(CCC21)C(=O)NC)N2CCCC1=CC(=C(C=C21)C(F)F)C=2C=NN(C2)C